FC=1C=CC(=C2C=C(N(C12)CCNC1=NC=NC(=C1)C1=CC(=C(C=C1)C=1OC(=NN1)C)F)C)OC [2-(7-Fluoro-4-methoxy-2-methyl-indol-1-yl)-ethyl]-{6-[3-fluoro-4-(5-methyl-[1,3,4]oxadiazol-2-yl)-phenyl]-pyrimidin-4-yl}-amine